N1N=NC(=C1)C=1C=CC(=C(C1)CNC(OC)=O)C methyl N-[[5-(1H-1,2,3-triazol-4-yl)-2-methylphenyl]methyl]-carbamate